FC(C(C(=O)OCC([C@H](C[C@H]1C(NCC1)=O)NC([C@@H](NC(=O)C=1NC2=CC=CC(=C2C1)OC)CC(C)C)=O)=O)(C)C)(F)F (3S)-3-{[N-(4-methoxy-1H-indole-2-carbonyl)-L-leucyl]amino}-2-oxo-4-[(3S)-2-oxopyrrolidin-3-yl]butyl 3,3,3-trifluoro-2,2-dimethylpropanoate